2-amino-6-cyclopropyl-7-((3,3-difluorocyclobutyl)methyl)-1-(5-methyl-1-(tetrahydro-2H-pyran-2-yl)-1H-indazol-4-yl)-1H-pyrrolo[3,2-c]pyridine-3-carbonitrile NC1=C(C=2C=NC(=C(C2N1C1=C2C=NN(C2=CC=C1C)C1OCCCC1)CC1CC(C1)(F)F)C1CC1)C#N